ClC1=CC=NC2=C(C=NC=C12)F 4-chloro-8-fluoro-[1,6]naphthyridine